C(C)(C)(C)C=1C=C(CC(C(=O)N)CCCCCCC(C(=O)N)CC2=CC(=C(C(=C2)C(C)(C)C)O)C(C)(C)C)C=C(C1O)C(C)(C)C hexamethylenebis(3,5-di-t-butyl-4-hydroxyhydrocinnamamide)